N-(3-bromo-2-hydroxypropyl)trimethylammonium bromide [Br-].BrCC(C[N+](C)(C)C)O